5-(2-oxa-6-aza-spiro[3.3]heptane-6-yl)pyrazolo[1,5-a]pyrimidine-3-carboxamide C1OCC12CN(C2)C2=NC=1N(C=C2)N=CC1C(=O)N